BrC1=CC=CC=2C=3N(C(=NC12)NC=1C(N=CC=NC1)=O)N=C(N3)C=3C=NN(C3)CC3CC3 (6R)-6-({7-bromo-2-[1-(cyclopropylmethyl)-1H-pyrazol-4-yl][1,2,4]triazolo[1,5-c]quinazolin-5-yl}amino)-1,4-diazepin-5-one